COC(=O)C1(CC2=CC=C(C=C2C1)Br)NC(=O)OC(C)(C)C 5-bromo-2-(tert-butoxycarbonyl)amino-2,3-dihydro-1H-indene-2-carboxylic acid methyl ester